C(O[C@H]1C[C@H](CC1)C1=NN(C(=C1)NC1=CC(=NC=C1)OC(C)CCC1(CC1)N)C(C)(C)C)(OC1=CC=C(C=C1)[N+](=O)[O-])=O (1R,3S)-3-(5-((2-((4-(1-aminocyclopropyl)butan-2-yl)oxy)pyridin-4-yl)amino)-1-(tert-butyl)-1H-pyrazol-3-yl)cyclopentyl (4-nitrophenyl) carbonate